2-[2-[4-chloro-2-(1-pyridin-2-ylpyrazol-4-yl)oxyphenyl]pyrimidin-5-yl]ethanamine ClC1=CC(=C(C=C1)C1=NC=C(C=N1)CCN)OC=1C=NN(C1)C1=NC=CC=C1